FC1(CCN(CC1)C=1C=C(C=C2C=CC(=NC12)NCC1=CC=C(C=C1)OC)N)F 8-(4,4-difluoropiperidin-1-yl)-N2-(4-methoxybenzyl)quinoline-2,6-diamine